COC1=CC(=NC=C1N1CCC(CC1)N(C(=O)NC=1C(N(C=C(C1)C(F)(F)F)C)=O)C)C1(CC1)C(=O)N (4-methoxy-5-(4-(1-methyl-3-(1-methyl-2-oxo-5-(trifluoromethyl)-1,2-dihydropyridin-3-yl)ureido)piperidin-1-yl)pyridin-2-yl)cyclopropanecarboxamide